ClC1=C(C=C(C=C1)N1[C@@H]2[C@](C3=NC(=CC=C31)C(=O)N3C(C(NCC3)=O)(C)C)(CCO2)C)F 4-((3aS,8aS)-8-(4-chloro-3-fluorophenyl)-3a-methyl-3,3a,8,8a-tetrahydro-2H-furo[3',2':4,5]pyrrolo[3,2-b]pyridine-5-carbonyl)-3,3-dimethylpiperazin-2-one